4H-imidazo[4,5-c][1,8]naphthyridin-4-one N1=CN=C2C(N=C3N=CC=CC3=C21)=O